N-[2-(1-benzylpiperidin-4-yl)ethyl]-4-fluoro-1-[4-(trifluoromethoxy)phenyl]piperidine-4-carboxamide C(C1=CC=CC=C1)N1CCC(CC1)CCNC(=O)C1(CCN(CC1)C1=CC=C(C=C1)OC(F)(F)F)F